3,5-Dichloro-2-methylpyrazolo[1,5-a]pyrimidine ClC=1C(=NN2C1N=C(C=C2)Cl)C